((2S,4S)-2,4-dimethylazetidin-1-yl)((6aR,9R)-7-methyl-4,6,6a,7,8,9-hexahydroindolo[4,3-fg]quinolin-9-yl)methanone C[C@@H]1N([C@H](C1)C)C(=O)[C@H]1CN([C@@H]2CC=3C4=C(C2=C1)C=CC=C4NC3)C